2-heptyl-4-butylphenol C(CCCCCC)C1=C(C=CC(=C1)CCCC)O